(3,3-dimethylpiperidin-1-yl)(phenyl)acetic acid CC1(CN(CCC1)C(C(=O)O)C1=CC=CC=C1)C